Calcium Naphthoate C1(=CC=CC2=CC=CC=C12)C(=O)[O-].[Ca+2].C1(=CC=CC2=CC=CC=C12)C(=O)[O-]